2-(6-methoxy-1-(methoxymethyl)-1H-indol-3-yl)-4-(5-methoxy-2-methyl-1H-indol-3-yl)thiazole COC1=CC=C2C(=CN(C2=C1)COC)C=1SC=C(N1)C1=C(NC2=CC=C(C=C12)OC)C